C(C)(C)(C)OC(=O)N1CCC(CC1)C1=CC(=C2C=CN(C2=C1)C)F 4-(4-Fluoro-1-methyl-1H-indol-6-yl)piperidine-1-carboxylic acid tert-butyl ester